methyl-(heptanal) CC(C=O)CCCCC